C1(CC1)NC(C1=C(C=C(C=C1OC)C1=CN=C2N1C=CC(=C2)C(C)(C)OC)OC(F)F)=O N-cyclopropyl-2-(difluoromethoxy)-6-methoxy-4-[7-(1-methoxy-1-methyl-ethyl)imidazo[1,2-a]pyridin-3-yl]benzamide